BrC1=CC(=C(C(=O)N2[C@H](CN(CC2)C(=O)OC(C)(C)C)CCO)C=C1F)F tert-butyl (3S)-4-(4-bromo-2,5-difluoro-benzoyl)-3-(2-hydroxyethyl)piperazine-1-carboxylate